(3R)-3-(tert-butyloxycarbonylamino)-4-(2,4,5-trifluorophenyl)butyric acid C(C)(C)(C)OC(=O)N[C@@H](CC(=O)O)CC1=C(C=C(C(=C1)F)F)F